bis-(2-hydroxy-dimethylsilyl-ethyl) tetrasulfide O[Si](CCSSSSCC[Si](C)(C)O)(C)C